3-(4-Chloro-phenyl)-adamantane-1-carboxylic acid [2-(4-phenoxy-phenyl)-ethyl]-amide O(C1=CC=CC=C1)C1=CC=C(C=C1)CCNC(=O)C12CC3(CC(CC(C1)C3)C2)C2=CC=C(C=C2)Cl